2-(acryloyloxy) ethyl phthalate C(C=1C(C(=O)OOC(C=C)=O)=CC=CC1)(=O)OCC